O(O)C(=CC=CC(=O)O)\C=C\C=C/CCCCCCCCCCC 5(S)-hydroperoxy-6E,8Z,11Z,14Z-eicosatetraenoic acid